methyl-N-(2-fluorophenyl)thiazoleN CC=1N(SCC1)C1=C(C=CC=C1)F